5-CHLORO-2-CYCLOHEXYL-7-FLUORO-1H-INDOLE-3-CARBOXALDEHYDE ClC=1C=C2C(=C(NC2=C(C1)F)C1CCCCC1)C=O